CC1(OB(OC1(C)C)C=1C=CC2=C(OC3=C2C=CC(=C3)C3=CC=CC=C3)C1)C 4,4,5,5-tetramethyl-2-(7-phenyldibenzo[b,d]furan-3-yl)-1,3,2-dioxaborolane